NC=1C2=C(N=C(N1)C)C=CC(=N2)C=2C=C(C=CC2)C#C[C@]2(C(N([C@@H](C2)C)C)=O)O (3r,5r)-3-((3-(4-amino-2-methylpyrido[3,2-d]pyrimidin-6-yl)phenyl)ethynyl)-3-hydroxy-1,5-dimethylpyrrolidin-2-one